(2-(2,6-dioxopiperidin-3-yl)-7-fluoro-3-oxoisoindolin-5-yl)methyl(5-chloro-2-fluoro-4-methylphenyl)carbamate O=C1NC(CCC1N1CC2=C(C=C(C=C2C1=O)OC(N(C1=C(C=C(C(=C1)Cl)C)F)C)=O)F)=O